BrC1=CC=C(C=N1)C(C(F)F)NC(OC(C)(C)C)=O tert-Butyl N-[1-(6-bromo-3-pyridyl)-2,2-difluoro-ethyl]carbamate